C(CCCCCCC)C1CCC(CC1)NC(=O)CC(C(CC(=O)NC1CCC(CC1)CCCCCCCC)C(=O)NC1CCC(CC1)CCCCCCCC)C(=O)NC1CCC(CC1)CCCCCCCC 1,2,3,4-butanetetracarboxylic acid tetra(4-n-octylcyclohexylamide)